(1R,3S)-3-(1-(tert-butyl)-5-((1-methyl-6-oxo-1,6-dihydropyridazin-3-yl)amino)-1H-pyrazol-3-yl)cyclopentyl isopropylcarbamate C(C)(C)NC(O[C@H]1C[C@H](CC1)C1=NN(C(=C1)NC1=NN(C(C=C1)=O)C)C(C)(C)C)=O